ClC1=C(C(=CC=C1)CO)C=1C(=CC=C(C1)F)C=O 2'-chloro-5-fluoro-6'-(hydroxymethyl)-[1,1'-biphenyl]-2-carbaldehyde